Undecenylresorcin CCCCCCCCCC=CC1=C(C=CC=C1O)O